C1(=CC=CC=C1)CCCCCCCCCCCCCCCCCCNCCCN N-(phenyloctadecyl)propane-1,3-diamine